CC(C)(C1=CC=CC=C1)C2=CC(=C(C=C2)OP3OCC4(CO3)COP(OC4)OC5=C(C=C(C=C5)C(C)(C)C6=CC=CC=C6)C(C)(C)C7=CC=CC=C7)C(C)(C)C8=CC=CC=C8 bis(2,4-dicumylphenyl)pentaErythritol diphosphite